N-(1-methyl-2-oxopyrrolidin-3-yl)pyridine-2-amide CN1C(C(CC1)NC(=O)C1=NC=CC=C1)=O